4-Amino-3-bromo-5-fluoro-2-methylbenzonitrile NC1=C(C(=C(C#N)C=C1F)C)Br